C1CN(CCC1=O)CCC2=CC=CC=C2 1-(2-phenethyl)-4-piperidone